2-{3-[3-(tert-butylamino)pyrrolidin-1-yl]-1,2,4-triazin-6-yl}-5-(1-methyl-1H-pyrazol-3-yl)phenol trifluoroacetate FC(C(=O)O)(F)F.C(C)(C)(C)NC1CN(CC1)C=1N=NC(=CN1)C1=C(C=C(C=C1)C1=NN(C=C1)C)O